1-(5-(difluoromethyl)-1,3,4-thiadiazol-2-yl)-4-isopropyl-N-(1-methylcyclopropyl)isoquinoline-7-sulfonamide FC(C1=NN=C(S1)C1=NC=C(C2=CC=C(C=C12)S(=O)(=O)NC1(CC1)C)C(C)C)F